Cl.CN(C(=N)N)C N,N-dimethyl-guanidine hydrochloride